NC[C@@]1([C@@H]2CCN(C[C@H]12)C1=CN=C2C(=N1)NN=C2C=2C=CC1=C(N(C(O1)=O)C)C2)C2=C(C=CC=C2)F 5-(6-((1S,6R,7R)-7-(aminomethyl)-7-(2-fluorophenyl)-3-azabicyclo[4.1.0]heptan-3-yl)-1H-pyrazolo[3,4-b]pyrazin-3-yl)-3-methylbenzo[d]oxazol-2(3H)-one